methyl rac-(2S)-3-tert-butoxy-2-[[6-[3-[2-oxo-2-[2-[2-[2-[2-[2-(2-prop-2-ynoxyethoxy)ethoxy]ethoxy]ethoxy]ethoxy]ethylamino] ethoxy]phenoxy]pyridine-3-carbonyl]amino]propanoate C(C)(C)(C)OC[C@@H](C(=O)OC)NC(=O)C=1C=NC(=CC1)OC1=CC(=CC=C1)OCC(NCCOCCOCCOCCOCCOCCOCC#C)=O |r|